[Si](C1=CC=CC=C1)(C1=CC=CC=C1)(C(C)(C)C)OCCC(CCC)NC=1C2=C(N=CN1)C=NN2CC=2C=NC(=CC2OC)CO 7-((1-((tert-butyldiphenylsilyl)oxy)hexan-3-yl)amino)-1-((6-(hydroxymethyl)-4-methoxypyridin-3-yl)methyl)-1H-pyrazolo[4,3-d]pyrimidin